CC1=CC=C(N=N1)C1=CC=2N(C=C1)C=CN2 7-(6-methylpyridazin-3-yl)imidazo[1,2-a]pyridine